FC1=CC=C(C=C1)C(C(=O)N)=C (4-fluorophenyl)acrylamide